methyl methacryloylhistidinate C(C(=C)C)(=O)N[C@@H](CC1=CNC=N1)C(=O)OC